1-(5-((5-chloro-4-(3,4-dihydroisoquinolin-2(1H)-yl)pyrimidin-2-yl)amino)pyridin-3-yl)pyrrolidin-2-one ClC=1C(=NC(=NC1)NC=1C=C(C=NC1)N1C(CCC1)=O)N1CC2=CC=CC=C2CC1